5-methyl-3-(methylthio)-2-phenyl-3a,8a-dihydrofuro[2,3-b]benzofuran CC=1C=CC2=C(C3C(O2)OC(=C3SC)C3=CC=CC=C3)C1